cis-Butadiene C=CC=C